C(C1=CC=CC=C1)(C1=CC=CC=C1)[C@@H](C(=O)NC1=CC=C(C=C1)C=1C(=NNC1C(C)(C)O)C)NC(=O)C=1N(N=CC1)C N-[(1S)-1-benzhydryl-2-[4-[5-(1-hydroxy-1-methyl-ethyl)-3-methyl-1H-pyrazol-4-yl]anilino]-2-oxo-ethyl]-2-methyl-pyrazole-3-carboxamide